ClC1=C(C=CC=C1)[C@H]1O[C@@H](CC(C1)=O)C1=C(C=CC=C1)Cl (2S,6S)-2,6-Bis(2-chlorophenyl)oxan-4-one